ClC=1C=C(C=CC1OC)\N=C(/C=1N(C=CN1)COCC[Si](C)(C)C)\C1=CC=CC=C1 (Z)-N-(3-chloro-4-methoxyphenyl)-1-phenyl-1-(1-((2-(trimethylsilyl)ethoxy)-methyl)-1H-imidazol-2-yl)methanimine